(±)-oxazolidine-2,2,4-triyltrimethanol O1C(N[C@@H](C1)CO)(CO)CO |r|